NC1=NC2=C(C=3N1N=C(N3)C=3OC=CC3)SC(N2CCN2CCN(CC2)C2=C(C=C(OCC(=O)N)C=C2)F)=O 2-(4-(4-(2-(5-amino-8-(furan-2-yl)-2-oxothiazolo[5,4-e][1,2,4]triazolo[1,5-c]pyrimidin-3(2H)-yl)ethyl)piperazin-1-yl)-3-fluorophenoxy)acetamide